(3R,5R)-3-((3-amino-1,2,4-triazin-6-yl)methyl)-5-(trifluoromethyl)piperidin-2-one NC=1N=NC(=CN1)C[C@@H]1C(NC[C@@H](C1)C(F)(F)F)=O